2-quinolylQuinoline N1=C(C=CC2=CC=CC=C12)C1=NC2=CC=CC=C2C=C1